C1(CC1)C1=NNC(=C1F)C=1C(=C(C(=CC1)O)N1CC(NS1(=O)=O)=O)F 5-(3-(3-cyclopropyl-4-fluoro-1H-pyrazol-5-yl)-2-fluoro-6-hydroxyphenyl)-1,2,5-thiadiazolidin-3-one 1,1-dioxide